BrC1=CC=C(C=C1)C=1OC2=C(C1)C=CC(=C2)C=C(C(=O)O)C#N 3-(2-(4-bromophenyl)benzofuran-6-yl)-2-cyanoacrylic acid